(3-bromophenoxy)-9-(4-tert-butyl-pyridin-2-yl)-9H-carbazole-5,6,7,8-d4 BrC=1C=C(OC2=CC=CC=3C4=C(C(=C(C(=C4N(C23)C2=NC=CC(=C2)C(C)(C)C)[2H])[2H])[2H])[2H])C=CC1